(7R)-4-(5-methyl-1H-indazol-4-yl)-2-(2-(2-propenoyl)-2,6-diazaspiro[3.4]octan-6-yl)-7-(trifluoromethyl)-5,6,7,8-tetrahydro-3-quinolinecarbonitrile CC=1C(=C2C=NNC2=CC1)C1=C(C(=NC=2C[C@@H](CCC12)C(F)(F)F)N1CC2(CN(C2)C(C=C)=O)CC1)C#N